N1=C2C(=CC=C1)[C@@H](CC2)NC(=O)C2=CC=C(S2)C2=C(C(=NC(=C2C(=O)N)CC(C)C)CCC2=CC=C(C=C2)F)C=2OC(=NN2)C (R)-4-(5-((6,7-dihydro-5H-cyclopenta[b]pyridin-5-yl)carbamoyl)thiophen-2-yl)-6-(4-fluorophenethyl)-2-isobutyl-5-(5-methyl-1,3,4-oxadiazol-2-yl)nicotinamide